C(CC)C1N(CCCC1)CCOCC Propyl-ethoxyethyl-piperidine